ethyl 2-[(3,5-dichlorophenyl)carbamoyl]-1,3-oxathiolane-2-carboxylate ClC=1C=C(C=C(C1)Cl)NC(=O)C1(OCCS1)C(=O)OCC